FC1=C(C=C(C=C1)NC(C=C=C)=O)NC1=NC(=NC=C1C1=CC=C(C=C1)C(F)(F)F)NC=1C=NN(C1)C N-[4-fluoro-3-({2-[(1-methyl-1H-pyrazol-4-yl)amino]-5-[4-(trifluoromethyl)phenyl]pyrimidin-4-yl}amino)phenyl]buta-2,3-dienamide